FC(CCCS(=O)CCCCCCCCC[C@H]1[C@H]2[C@@H]3CC[C@@H]([C@@]3(C)CC[C@@H]2C=2C=CC=CC2C1)O)(C(F)(F)F)F (7a-17β)-7-[9-[(4,4,5,5,5-pentafluoropentyl)sulfinyl]nonyl]-estra-1,3,5(10)-trien-17-ol